2,6-di-3-pentylbenzene CCC(CC)C1=CC(=CC=C1)C(CC)CC